ClC1=CC(=CC2=C1N=C(S2)NC(=O)C2CN(CCC2)C2CN(C2)C(C)C)F N-(4-chloro-6-fluoro-1,3-benzothiazol-2-yl)-1-[1-(propan-2-yl)azetidin-3-yl]piperidine-3-carboxamide